4-[(4-fluorophenyl)-methoxy-methyl]Piperidine-1-carboxylic acid tert-butyl ester C(C)(C)(C)OC(=O)N1CCC(CC1)C(OC)C1=CC=C(C=C1)F